1-(3-chloro-5-fluorophenyl)-3-[3-chloro-2-(2-hydroxyethyl)phenyl]urea ClC=1C=C(C=C(C1)F)NC(=O)NC1=C(C(=CC=C1)Cl)CCO